2-methylpyrrolidine-2-carboxylate hydrochloride Cl.CC1(NCCC1)C(=O)O